OC1=C(C=C(C(=C1)O)C(C)C)C1=NN=C(N1C1=CC=C(CN2CCN(CC2)C(C)=O)C=C1)O 1-(4-(4-(3-(2,4-dihydroxy-5-isopropylphenyl)-5-hydroxy-4H-1,2,4-triazol-4-yl)benzyl)piperazin-1-yl)ethanone